[Na+].[Na+].[Na+].P(=O)(O)(O)OC=1C(=O)O[C@@H](C1[O-])[C@@H](O)CO.P(=O)(O)(O)OC=1C(=O)O[C@@H](C1[O-])[C@@H](O)CO.P(=O)(O)(O)OC=1C(=O)O[C@@H](C1[O-])[C@@H](O)CO 2-phospho-L-ascorbic acid trisodium salt